N-(5-(difluoromethoxy)-1H-pyrazol-3-yl)-6-(((3S,4S)-3-fluoroazepan-4-yl)oxy)pyrazin-2-amine FC(OC1=CC(=NN1)NC1=NC(=CN=C1)O[C@@H]1[C@H](CNCCC1)F)F